FC1=C(C(=CC=C1OCC)F)B(O)O 2,6-DIFLUORO-3-ETHOXYPHENYLBORONIC ACID